2-(2,6-dioxo-piperidin-3-yl)-5-bromo-isoindole-1,3-dione O=C1NC(CCC1N1C(C2=CC=C(C=C2C1=O)Br)=O)=O